FC(C1=CC=C(OC2=NC=CC=C2C=2C=NC(=NC2)C=CC(F)(F)F)C=C1)(F)F 5-(2-(4-(Trifluoromethyl)phenoxy)pyridin-3-yl)-2-(3,3,3-trifluoroprop-1-en-1-yl)pyrimidine